C(C)NC(=O)NC1=NOC(=C1)CC1CCN(CC1)C=1C(=NC(=CC1)N1N=CC=C1)F 1-ethyl-3-(5-((1-(2-fluoro-6-(1H-pyrazol-1-yl)pyridin-3-yl)piperidin-4-yl)methyl)isoxazol-3-yl)urea